1-[9-ethyl-6-(3-methylbenzoyl)-9H-carbazol-3-yl]-ethanone 1-(O-acetyl oxime) C(C)(=O)ON=C(C)C=1C=CC=2N(C3=CC=C(C=C3C2C1)C(C1=CC(=CC=C1)C)=O)CC